(R)-3-((3-(2-methyl-3-((((tetrahydro-2H-pyran-4-yl)methyl)amino)methyl)pyrazolo[1,5-a]pyrimidin-7-yl)piperidin-1-yl)methyl)benzonitrile CC1=NN2C(N=CC=C2[C@H]2CN(CCC2)CC=2C=C(C#N)C=CC2)=C1CNCC1CCOCC1